methyl 6-(5-chloro-6-methoxypyridin-3-yl)pyrimidine-4-carboxylate ClC=1C=C(C=NC1OC)C1=CC(=NC=N1)C(=O)OC